4-chloro-1-(3-(pyrrolidin-1-ylmethyl)benzyl)-1H-imidazo[4,5-c][1,8]naphthyridine ClC1=NC=2N=CC=CC2C2=C1N=CN2CC2=CC(=CC=C2)CN2CCCC2